3-chloro-2-(2-(5-chloro-1-methyl-1H-imidazol-4-yl)-6-fluorophenyl)-N-(1-methyl-2-oxabicyclo[2.1.1]hexan-4-yl)imidazo[1,2-a]pyridine-7-carboxamide ClC1=C(N=C2N1C=CC(=C2)C(=O)NC21COC(C2)(C1)C)C1=C(C=CC=C1F)C=1N=CN(C1Cl)C